2-Amino-4-butoxy-6-(4-(pyrrolidin-1-ylmethyl)benzyl)pyridin NC1=NC(=CC(=C1)OCCCC)CC1=CC=C(C=C1)CN1CCCC1